1-chloroethyl (3,6,9,12-tetraoxaoctadecyl) carbonate C(OC(C)Cl)(OCCOCCOCCOCCOCCCCCC)=O